1-((6-[3-(trifluoromethyl)phenyl](2-pyridyl))amino)azoline-2,5-dione FC(C=1C=C(C=CC1)C1=CC=CC(=N1)NN1C(C=CC1=O)=O)(F)F